ferrocenyl-dimethyl-chlorosilane [C-]1(C=CC=C1)[Si](Cl)(C)C.[CH-]1C=CC=C1.[Fe+2]